O=C1NC(CCC1N1C(C2=CC=CC(=C2C1)C#CC1(CN(C1)C(=O)OC(C)(C)C)O)=O)=O tert-Butyl 3-((2-(2,6-dioxopiperidin-3-yl)-1-oxoisoindolin-4-yl)ethynyl)-3-hydroxyazetidine-1-carboxylate